C[C@H]1O[C@H]([C@H](C[C@H]1NC(OC(C)(C)C)=O)C)C\C=C(\C=C)/C tert-Butyl ((2R,3R,5S,6S)-2,5-dimethyl-6-((E)-3-methylpenta-2,4-dien-1-yl)tetrahydro-2H-pyran-3-yl)carbamate